epsilon-amino-n-caproic acid C(CCC(=O)O)CCN